C(C)(=O)N1C(C=C(C1)C1=CC(=C(C=C1)OC(F)F)OCC1=CC=CC=C1)C(=O)NCC1=CC=CC(=N1)C(=O)N(C)C1=CC=C(C=C1)F 6-((1-acetyl-4-(3-(benzyloxy)-4-(difluoromethoxy)phenyl)-2,5-dihydro-1H-pyrrole-2-carboxamido)methyl)-N-(4-fluorophenyl)-N-methylpyridineamide